(R)-ethyl 2-oxo-4-phenylpyrrolidine-3-carboxylate O=C1NCC([C@H]1C(=O)OCC)C1=CC=CC=C1